C(C)(=O)NC12CC3(CC(C=C(C1)C3)(C2)C)C 1-acetamido-3,5-dimethyl-adamantaneN